1-(2-fluoro-6-methylphenyl)-4-hydrazino-6-oxo-1,6-dihydropyridazine-3-carboxamide hydrochloride Cl.FC1=C(C(=CC=C1)C)N1N=C(C(=CC1=O)NN)C(=O)N